N1C=[NH+]C=C1 R-Imidazolium